1,1-dicyano-2-(p-methoxyphenyl)cyclopropane C(#N)C1(C(C1)C1=CC=C(C=C1)OC)C#N